tert-Butyl 3-(4-(benzyloxyl)-7-bromobenzo[d]oxazol-2-yl)-3,6-diazabicyclo[3.1.1]heptane-6-carboxylate C(C1=CC=CC=C1)OC1=CC=C(C2=C1N=C(O2)N2CC1N(C(C2)C1)C(=O)OC(C)(C)C)Br